N-benzyl-4-{1-[4-chloro-3-({1-[4-(2-cyclopropoxyphenyl)pyridin-3-yl]cyclopropoxy}methyl)phenyl]sulfanyl}-N-[(2S,3R,4R,5R)-2,3,4,5,6-pentahydroxyhexyl]butanamide C(C1=CC=CC=C1)N(C(CCCSC1=CC(=C(C=C1)Cl)COC1(CC1)C=1C=NC=CC1C1=C(C=CC=C1)OC1CC1)=O)C[C@@H]([C@H]([C@@H]([C@@H](CO)O)O)O)O